ethyl 3-methylthiophene-2-carboximidate CC1=C(SC=C1)C(OCC)=N